7-(4-amino-1-(4-chlorophenyl)-2-oxo-7-(trifluoromethyl)-1,2-dihydro-1,8-naphthyridin-3-yl)quinoxaline-2-carbonitrile NC1=C(C(N(C2=NC(=CC=C12)C(F)(F)F)C1=CC=C(C=C1)Cl)=O)C1=CC=C2N=CC(=NC2=C1)C#N